CCCCC(CCCCC)=O 5-Decanon